COC=1C2=C(N=CN1)C=C(C(N2)=O)C2CCN(CC2)C(=O)OC(C)(C)C tert-butyl 4-(4-methoxy-6-oxo-5,6-dihydropyrido[3,2-d]pyrimidin-7-yl)piperidine-1-carboxylate